FC(CCC=NO)(F)F 4,4,4-trifluorobutanal oxime